1,3-dioxoisoindolin-2-yl pivalate C(C(C)(C)C)(=O)ON1C(C2=CC=CC=C2C1=O)=O